NC=1C=NN2C(NCCC21)=O 3-Amino-5,6-dihydropyrazolo[1,5-c]pyrimidin-7(4H)-one